COC1=CC=C(C=C1)CCNC(=O)NC=1C=NC2=CC=CC=C2C1 1-[2-(4-methoxyphenyl)ethyl]-3-quinolin-3-ylurea